4-formyl-3-hydroxy-N-(propan-2-yl)benzamide C(=O)C1=C(C=C(C(=O)NC(C)C)C=C1)O